ClC1=NC=C(C(=C1)C(=O)NCCC1=CC=C(C=C1)F)OC1=CC(=CC=C1)C1CC1 2-chloro-5-(3-cyclopropyl-phenoxy)-N-[2-(4-fluorophenyl)ethyl]pyridine-4-carboxamide